C(N)(OC(CN1C=C(C2=CC(=CC=C12)F)C(=O)N1CCN(CC1)C1=NC=C(C=N1)C(F)(F)F)CC(C)(C)C)=O tert-butyl-(1-(5-fluoro-3-(4-(5-(trifluoromethyl) pyrimidin-2-yl) piperazin-1-carbonyl)-1H-indol-1-yl) propan-2-yl) carbamate